[Si](O)(O)(O)O.[Be+2].[Be+2].[Be+2].[N-3].[N-3] beryllium nitride silicate